5-bromo-6-cyanomethylpyridine BrC=1C=CC=NC1CC#N